Oxalic acid, isobutyl pentyl ester C(C(=O)OCCCCC)(=O)OCC(C)C